2-[({5-[3-(Trifluoromethoxy)phenyl]-1,3-oxazol-2-yl}methyl)sulfanyl]-6-(trifluoromethyl)pyrimidin-4-amin FC(OC=1C=C(C=CC1)C1=CN=C(O1)CSC1=NC(=CC(=N1)N)C(F)(F)F)(F)F